COC=1C=C2C(=CC=NC2=CC1OC)OC1=C(C=C(C=C1)N)F 6,7-dimethoxy-4-(2-fluoro-4-aminophenoxy)quinoline